7-fluoro-3-(methoxymethoxy)-6-methyl-8-((triisopropylsilyl)ethynyl)naphthalen-1-yltrifluoromethanesulfonic acid FC1=C(C=C2C=C(C=C(C2=C1C#C[Si](C(C)C)(C(C)C)C(C)C)OS(=O)(=O)C(F)(F)F)OCOC)C